[2-Methoxy-4-(methylthio)benzoyl]-4-(phenylmethyl)piperidine COC1=C(C(=O)N2CCC(CC2)CC2=CC=CC=C2)C=CC(=C1)SC